ClC1=C(C(=O)N2COC3=C(C2)C=CC=C3C3=CC(=C(C(=O)O)C=C3F)N3C2COCC3CC2)C(=CC(=C1)N1CC2(C1)C[C@H]([C@@H]2C)OC)Cl |o1:42,43| 4-[3-[2,6-Dichloro-4-[rel-(6R,7R)-6-methoxy-7-methyl-2-azaspiro[3.3]heptan-2-yl]benzoyl]-2,4-dihydro-1,3-benzoxazin-8-yl]-5-fluoro-2-(3-oxa-8-azabicyclo[3.2.1]oct-8-yl)benzoic acid